CC1=C(C(C=C(C1=O)C)=O)CC=C 3,5-dimethyl-2-allyl-p-benzoquinone